C1(CCCCC1)N1C=CC=2C1=NC(=CC2CN2CCCC2)C=2C=C1CN(C(C1=CC2)=O)C2C(NC(CC2)=O)=O 3-(5-(1-cyclohexyl-4-(pyrrolidin-1-ylmethyl)-1H-pyrrolo[2,3-b]pyridin-6-yl)-1-oxoisoindolin-2-yl)piperidine-2,6-dione